NC1=C2C(=NC=N1)N(N=C2C=2C=NC(=NC2)OC2CC2)[C@@H](C)C=2C=C1N(C(C2C2=CC(=CC=C2)F)=O)C(=CS1)C (S)-7-(1-(4-amino-3-(2-cyclopropoxypyrimidin-5-yl)-1H-pyrazolo[3,4-d]pyrimidin-1-yl)ethyl)-6-(3-fluorophenyl)-3-methyl-5H-thiazolo[3,2-a]pyridin-5-one